C1(=CC=CC2=CC=CC=C12)OCC[C@@H](OCC[C@@H](O)C1=CC=CC=C1)C1=CC=CC=C1 (R)-3-((R)-3-(naphthalene-1-oxy)-1-phenylpropoxy)-1-phenylpropan-1-ol